ClC1=CC2=C(N(C(N=C2N2[C@H](CN(CC2)C(=O)[C@@H]2O[C@H]2C)C)=O)C=2C(=NC=CC2C)C(C)C)N=C1C1=C(C=CC=C1)F 6-Chloro-7-(2-fluorophenyl)-1-(2-isopropyl-4-methylpyridin-3-yl)-4-((S)-2-methyl-4-((2R,3S)-3-methyloxirane-2-carbonyl)piperazin-1-yl)pyrido[2,3-d]pyrimidin-2(1H)-one